FC1=CC=C(C(=N1)C)N1C(=NC=2C1=NC(=CC2)C2=CC=CC=C2)C=2C(=NC=CC2)N 3-(3-(6-fluoro-2-methylpyridin-3-yl)-5-phenyl-3H-imidazo[4,5-b]pyridin-2-yl)pyridin-2-amine